FC1=C(C(=C(C2=C(C(=C(C(=C12)F)F)F)F)F)F)[B-](C1=C(C2=C(C(=C(C(=C2C(=C1F)F)F)F)F)F)F)(C1=C(C2=C(C(=C(C(=C2C(=C1F)F)F)F)F)F)F)C1=C(C2=C(C(=C(C(=C2C(=C1F)F)F)F)F)F)F.C(CCCCCCCCCCCCCCCCC)[NH+](C)CCCCCCCCCCCCCCCCCC dioctadecyl-methylammonium tetrakis(perfluoronaphthalen-2-yl)borate